FC(OC1=CC=CC=2C(N([C@H]3C=4N([C@@H](C21)C3)C3=C(N4)C=CC(=C3)C#CCCC#N)C([2H])([2H])[2H])=O)F 5-((7R,14R)-1-(difluoromethoxy)-6-(methyl-d3)-5-oxo-5,6,7,14-tetrahydro-7,14-methanobenzo[f]benzo[4,5]imidazo[1,2-a][1,4]diazocin-11-yl)pent-4-ynenitrile